[N+](=O)([O-])C1=C(C=C(C=C1)C1=NOC(N1)=O)N1CCN(CC1)C(=O)OC(C)(C)C tert-butyl 4-(2-nitro-5-(5-oxo-4,5-dihydro-1,2,4-oxadiazol-3-yl)phenyl)piperazine-1-carboxylate